sulfonyl-fluorocoumarin S(=O)(=O)=C1C(C(OC2=CC=CC=C12)=O)F